carboxyBiuret C(=O)(N)NC(=O)NC(=O)O